ClC1=C(C(=CC=C1)F)C1=NCC2=NN=C(N2C=2SC=3C[C@@H](CC3C12)C(F)F)C (13R)-9-(2-chloro-6-fluoro-phenyl)-13-(difluoromethyl)-3-methyl-16-thia-2,4,5,8-tetrazatetracyclo[8.6.0.02,6.011,15]hexadeca-1(10),3,5,8,11(15)-pentaene